3-((tert-butyldiphenylsilyl)oxy)-2-(3-(4-(trifluoromethyl)phenyl)-1H-pyrazolo[3,4-b]pyridin-1-yl)propan-1-amine [Si](C1=CC=CC=C1)(C1=CC=CC=C1)(C(C)(C)C)OCC(CN)N1N=C(C=2C1=NC=CC2)C2=CC=C(C=C2)C(F)(F)F